1,1-Dimethylethyl 2,5-diazabicyclo[2.2.2]octane-2-carboxylate C12N(CC(NC1)CC2)C(=O)OC(C)(C)C